6-methyl-1,2,3,4,5,6-hexahydro-1,6-naphthyridin-5-one CN1C(C=2CCCNC2C=C1)=O